3,5-dicarboxybenzenesulfonate lithium [Li+].C(=O)(O)C=1C=C(C=C(C1)C(=O)O)S(=O)(=O)[O-]